Cl.Cl.N1CCC2(CC1)CC1=CC=CC=C1C2N 1,3-dihydrospiro[indene-2,4'-piperidine]-3-amine dihydrochloride